O=C1NC(CCC1C1=C(CN2CCC(CC2)C2=CC(=C(C=C2C)NC2=NC=C(C(=C2)NC2=C(C(=O)NC)C=CC=C2)C(F)(F)F)OC(C)C)C=CC=C1)=O 2-((2-((4-(1-(2-(2,6-dioxopiperidin-3-yl)benzyl)piperidin-4-yl)-2-isopropoxy-5-methylphenyl)amino)-5-(trifluoromethyl)pyridin-4-yl)amino)-N-methylbenzamide